2-[2-(3-chloro-4-methoxyphenyl)ethyl]-5-(dimethyl-1,2-oxazol-4-yl)-1-[(2S)-2-(morpholin-4-yl)propyl]-1H-1,3-benzodiazole ClC=1C=C(C=CC1OC)CCC1=NC2=C(N1C[C@H](C)N1CCOCC1)C=CC(=C2)C=2C(=NOC2C)C